The molecule is an organic heterotetracyclic compound that is 3,4-dihydro-2H,12H-pyrano[2,3-a]xanthen-12-one substituted by hydroxy groups at positions 5 and 9, a methoxy group at position 10, two methyl groups at position 2, a prenyl group at position 11 and an oxo group at position 12. It has a role as a plant metabolite. It is a member of phenols, an organic heterotetracyclic compound, a cyclic ketone and a cyclic ether. CC(=CCC1=C(C(=CC2=C1C(=O)C3=C(O2)C=C(C4=C3OC(CC4)(C)C)O)O)OC)C